C=C(CCC1(NCCC2CCC3C(=C12)C=CC=N3)CCC(C=C)=C)C=C bis(3-methylenepent-4-enyl)octahydropyridoisoquinoline